1,4-bis(ethenyl)benzene C(=C)C1=CC=C(C=C1)C=C